C1C=C[C@H]([C@@H](C1=O)[NH3+])C(=O)[O-] The molecule is an amino acid zwitterion, obtained by transfer of a proton from the carboxylic acid group to the amino group of (1R,6S)-6-amino-5-oxocyclohex-2-ene-1-carboxylic acid. It is an enantiomer of a (1S,6R)-6-ammonio-5-oxocyclohex-2-ene-1-carboxylate. It is a tautomer of a (1R,6S)-6-amino-5-oxocyclohex-2-ene-1-carboxylic acid.